OC=1C=C(CC=2C=C(C(=O)O)C=C(N2)C(NC)=O)C=CC1 2-(3-hydroxybenzyl)-6-(methylcarbamoyl)isonicotinic acid